ClC=1C(=CC(=NC1)NC1=NC=CC(=C1)N1CCN(CC1)C)NC1=C(C=CC=C1)P(C)C (2-((5-chloro-2-((4-(4-methylpiperazin-1-yl)pyridin-2-yl)amino)pyridin-4-yl)amino)phenyl)dimethylphosphine